BrC=1C=C(C=C(C1OC)Br)C(=O)N1C2=C(OC3(C1)CC3)N=CC=C2 (3,5-dibromo-4-methoxyphenyl)(spiro[cyclopropane-1,3'-pyrido[2,3-b][1,4]oxazin]-1'(2'H)-yl)methanone